3,5,6-trimethyl-3-cyclohexenal CC=1CC(C(C(C1)C)C)C=O